NC1=NC2=C(C3=CN=CC=C13)C=C(C(=C2)F)C(=O)N(C2CCC1=NC(=CC=C12)C(F)(F)F)CC1CC1 5-amino-N-(cyclopropylmethyl)-8-fluoro-N-(2-(trifluoromethyl)-6,7-dihydro-5H-cyclopenta[b]pyridin-5-yl)benzo[c][2,6]naphthyridin-9-carboxamide